The molecule is a sulfonamide antimicrobial used for urinary tract infections and in veterinary medicine. It has a role as an antibacterial drug, an EC 2.5.1.15 (dihydropteroate synthase) inhibitor and a drug allergen. It is a sulfonamide, a member of pyridazines and an organochlorine compound. C1=CC(=CC=C1N)S(=O)(=O)NC2=NN=C(C=C2)Cl